ethyl 1-(6-(4,4-difluorobutyl)pyrazin-2-yl)piperidine-4-carboxylate FC(CCCC1=CN=CC(=N1)N1CCC(CC1)C(=O)OCC)F